N1CC(C1)CC1=NN=C(O1)[C@@]12CN(C[C@]2(C1)C(F)(F)F)C1=C2C=CC=NC2=C(C=C1)C#N 5-((1S,5R)-1-(5-(azetidin-3-ylmethyl)-1,3,4-oxadiazol-2-yl)-5-(trifluoromethyl)-3-azabicyclo[3.1.0]hexan-3-yl)quinoline-8-carbonitrile